7-chloro-N-{3-fluorobicyclo[1.1.1]pentan-1-yl}-N,1-dimethylpyrrolo[2,3-c]pyridine-2-carboxamide ClC=1N=CC=C2C1N(C(=C2)C(=O)N(C)C21CC(C2)(C1)F)C